NC/C(/CN1N=C2N(C=C(C=C2)C2=CC3=C(OCCO3)C=C2)C1=O)=C\F 2-[(2E)-2-(aminomethyl)-3-fluoroprop-2-en-1-yl]-6-(2,3-dihydro-1,4-benzodioxin-6-yl)[1,2,4]triazolo[4,3-a]pyridin-3(2H)-one